ClC1=C(CC(C=C1)(C)C)C=O 2-chloro-5,5-dimethylcyclohexa-1,3-dienecarbaldehyde